4,6-dihydrofuro[3,4-b]furan O1C2=C(C=C1)COC2